2-(4-chlorosulphonylphenyl)ethyltrichlorosilane ClS(=O)(=O)C1=CC=C(C=C1)CC[Si](Cl)(Cl)Cl